(1S,2S)-N-(5-(4-ethyl-1H-pyrrolo[2,3-b]pyridin-5-yl)pyrazolo[1,5-a]pyridin-2-yl)-2-fluorocyclopropane-1-carboxamide C(C)C1=C2C(=NC=C1C1=CC=3N(C=C1)N=C(C3)NC(=O)[C@H]3[C@H](C3)F)NC=C2